NCCC(CCC(CCC(CCC(CCC(CCC(CCC(CCC)=O)=O)=O)=O)=O)=O)=O 1-amino-3,6,9,12,15,18,21-heptaoxo-tetracosane